5-(pentafluoro-λ6-sulfanyl)-N-[(1r,4r)-4-[4-(4,4,5,5-tetramethyl-1,3,2-dioxaborolan-2-yl)benzenesulfonyl]cyclohexyl]pyridin-2-amine FS(C=1C=CC(=NC1)NC1CCC(CC1)S(=O)(=O)C1=CC=C(C=C1)B1OC(C(O1)(C)C)(C)C)(F)(F)(F)F